C(C=C)(=O)N1C[C@H](CC1)N1N=C(C=2C(=NC=C(C21)C(CCCOC)=O)N)C#CC2=C(C(=CC(=C2F)OC)OC)F (S)-1-(1-(1-acryloylpyrrolidin-3-yl)-4-amino-3-((2,6-difluoro-3,5-dimethoxyphenyl)ethynyl)-1H-pyrazolo[4,3-c]pyridin-7-yl)-4-methoxybutan-1-one